C(C)C12C([C@](N(CC1)CC2)(COC)CO)=O (2R)-4-ethyl-2-(hydroxymethyl)-2-(methoxymethyl)-quinuclidin-3-one